platinum-gold-titanium [Ti].[Au].[Pt]